ClC=1C(=CC2=CN(N=C2C1)C)NC=1N(C(N(C(C1)=O)CC(=O)O)=O)C1=CC=CC2=CC=CC=C12 2-(4-(6-chloro-2-methyl-2H-indazol-5-ylamino)-2,3-dihydro-3-(naphthalen-1-yl)-2,6-dioxopyrimidin-1(6H)-yl)acetic acid